tert-butyl 4-(((benzyloxy)carbonyl)amino)-4-((6-(trifluoromethyl)pyridin-3-yl)carbamoyl)piperidine-1-carboxylate C(C1=CC=CC=C1)OC(=O)NC1(CCN(CC1)C(=O)OC(C)(C)C)C(NC=1C=NC(=CC1)C(F)(F)F)=O